CC=1C=CC=2C3(C4=CC=CC=C4OC2C1)OC(C1=CC=CC=C13)=O 3'-methyl-spiro[isobenzofuran-1(3H),9'[9H]-xanthene]-3-one